[N+](=O)([O-])C1=C(C=CC=C1)[C@@H](C(C)(C)C)O |r| (R/S)-1-(2-Nitrophenyl)-2,2-dimethyl-1-propanol